CARBAZOLECARBOXAMIDE C1=CC=C2C(=C1)C3=C(N2)C(=CC=C3)C(=O)N